C(C1=CC=CC=C1)(C1=CC=CC=C1)N1C(CN(CC1)C(=O)C=1C=NC=CC1)CCl (4-benzhydryl-3-(chloromethyl)piperazin-1-yl)(pyridin-3-yl)methanone